N-(3-(4-(5,5-difluoro-5,6,7,8-tetrahydronaphthalen-2-yl)-3-methyl-1H-pyrazol-1-yl)phenyl)acrylamide Benzyl-(S)-2-(1-bromo-8-methylimidazo[1,5-a]pyrazin-3-yl)piperidine-1-carboxylate C(C1=CC=CC=C1)OC(=O)N1[C@@H](CCCC1)C1=NC(=C2N1C=CN=C2C)Br.FC2(C=1C=CC(=CC1CCC2)C=2C(=NN(C2)C=2C=C(C=CC2)NC(C=C)=O)C)F